5-((1S,2S)-2-(4-methylpyrimidin-2-yl)cyclopropyl)-1H-imidazo[4,5-b]pyridin CC1=NC(=NC=C1)[C@@H]1[C@H](C1)C1=CC=C2C(=N1)N=CN2